CC1=NC(=CC(=N1)NC1=CC2=C(C=N1)C(NN2C2=C(C=C(C#N)C=C2)OC)=O)C 4-(6-((2,6-dimethylpyrimidin-4-yl)amino)-3-oxo-2,3-dihydro-1H-pyrazolo[4,3-c]pyridin-1-yl)-3-methoxybenzonitrile